C(C)OC(C(C)(C)OC1=CC=C(C=C1)C(CBr)=O)=O.FC1=CC=C(C=C1)N=C=S 1-fluoro-4-isothiocyanatobenzene ethyl-2-[4-(bromoacetyl)phenoxy]-2-methylpropanoate